1-ethyl-5-(4,4,5,5-tetramethyl-1,3,2-dioxaborolan-2-yl)-1H-pyrazole C(C)N1N=CC=C1B1OC(C(O1)(C)C)(C)C